tert-Butyl (S)-(1-methoxybut-3-yn-2-yl)carbamate COC[C@H](C#C)NC(OC(C)(C)C)=O